tert-butyl 4-[(2R)-2-[3-(8-{2-[ethyl(propan-2-yl)carbamoyl]-4-fluorophenyl}-3-methylimidazo[1,5-a]pyridin-6-yl)azetidin-1-yl]-3-methylbutyl]piperazine-1-carboxylate C(C)N(C(=O)C1=C(C=CC(=C1)F)C=1C=2N(C=C(C1)C1CN(C1)[C@@H](CN1CCN(CC1)C(=O)OC(C)(C)C)C(C)C)C(=NC2)C)C(C)C